(1-Hydroxycyclopropyl)(4-((trimethylsilyl)ethynyl)-3,6-dihydropyridin-1(2H)-yl)methanone OC1(CC1)C(=O)N1CCC(=CC1)C#C[Si](C)(C)C